OC(=O)CCCC[C@@H]1SC[C@@H]2NC(=O)N[C@H]12 |r| racemic-D-biotin